sodium 8,11-eicosadienoic acid C(CCCCCCC=CCC=CCCCCCCCC)(=O)O.[Na]